2-bromo-4-cyano-1-methylbenzene BrC1=C(C=CC(=C1)C#N)C